rac-(1R,2R)-2-((tert-butyldimethylsilyl)oxy)-N-(3-chlorophenyl)cycloheptan-1-amine [Si](C)(C)(C(C)(C)C)O[C@H]1[C@@H](CCCCC1)NC1=CC(=CC=C1)Cl |r|